(Z)-1-(2-fluoro-4-(1-(4-(trifluoromethoxy)phenyl)-1H-1,2,4-triazol-3-yl)phenyl)-3-(3-(1-methyl-1H-indol-4-yl)-4-oxothiazolidine-2-ylidene)urea FC1=C(C=CC(=C1)C1=NN(C=N1)C1=CC=C(C=C1)OC(F)(F)F)NC(=O)\N=C\1/SCC(N1C1=C2C=CN(C2=CC=C1)C)=O